6-chloro-4-fluoro-1H-benzo[d]imidazole-2-carbonyl chloride ClC=1C=C(C2=C(NC(=N2)C(=O)Cl)C1)F